4-(oxiran-2-ylmethoxy)benzonitrile O1C(C1)COC1=CC=C(C#N)C=C1